FC(OC=1C=CC(=NC1)O[C@@H]1C(CN(C1)C=1C=2N(N=C(C1)C=1C(NC(NC1)=O)=O)C=CN2)(F)F)F (S)-5-(8-(4-((5-(difluoromethoxy)pyridin-2-yl)oxy)-3,3-difluoropyrrolidin-1-yl)imidazo[1,2-b]pyridazin-6-yl)pyrimidine-2,4(1H,3H)-dione